FC1=C(C=CC(=C1)F)[C@@](CN1N=CN=C1)([C@@H](C)N(C)CC1=CC=C(C=C1)C#C)O (2R,3R)-2-(2,4-difluorophenyl)-3-((4-ethynylbenzyl)(methyl)amino)-1-(1H-1,2,4-triazol-1-yl)butan-2-ol